(3S,6S)-5-{[(9H-fluoren-9-yl)methoxy]carbonyl}-1,1-difluoro-5-azaspiro[2.4]heptane-6-carboxylic acid C1=CC=CC=2C3=CC=CC=C3C(C12)COC(=O)N1C[C@@]2(CC2(F)F)C[C@H]1C(=O)O